C(C)OC(=O)C1NC(CC1)C(=O)OCC Pyrrolidine-2,5-dicarboxylic acid diethyl ester